C1=CC=CC=2C3=CC=CC=C3C(C12)COC(NCCOCCOCCOCCOCCC)=O 1-(9H-fluoren-9-yl)-3-oxo-2,7,10,13,16-pentaoxa-4-aza-nonadecan